SC=1NC2=C(N1)C=CC(=C2)S(=O)(=O)[O-] 2-mercapto-5-benzimidazolesulfonate